(6-bromopyridin-3-yl)-N-cyclopropyl-5,5,5-trifluoropentanamide BrC1=CC=C(C=N1)C(C(=O)NC1CC1)CCC(F)(F)F